FC=1C=C2C(=CC=NC2=CC1F)N1CCN(CC1)C=O (4-(6,7-difluoroquinolin-4-yl)piperazin-1-yl)methanone